(R)-1-(6-(4-chlorophenyl)-2-(pyridin-3-yl)pyrimidin-4-yl)piperidin-3-amine ClC1=CC=C(C=C1)C1=CC(=NC(=N1)C=1C=NC=CC1)N1C[C@@H](CCC1)N